N-(3-cyclopropyl-5-methoxyphenyl)-5-((3-(1-methyl-1H-1,2,4-triazol-3-yl)phenyl)amino)pyrazolo[1,5-a]pyrimidine-3-carboxamide C1(CC1)C=1C=C(C=C(C1)OC)NC(=O)C=1C=NN2C1N=C(C=C2)NC2=CC(=CC=C2)C2=NN(C=N2)C